(S)-N-((4-carbamimidoylthiophen-2-yl)methyl)-2,3-dihydro-1H-pyrrole-2-carboxamide hydrochloride Cl.C(N)(=N)C=1C=C(SC1)CNC(=O)[C@H]1NC=CC1